1-((8,8-dimethyl-1-oxaspiro[4.5]decan-2-yl)oxy)pentan-2-ol CC1(CCC2(CCC(O2)OCC(CCC)O)CC1)C